[Br-].C(=C)N1CN(C=C1)CCC 1-vinyl-3-propyl-imidazole bromide salt